C(C)(C)(C)OC(=O)N(C1CC2(CN(C2)C(=O)OCC2=CC=CC=C2)C1)CC benzyl 6-[tert-butoxycarbonyl(ethyl)amino]-2-azaspiro[3.3]heptane-2-carboxylate